1-(4-(3,5-difluorobenzyl)-3,4-dihydro-2H-benzo[b][1,4]thiazin-6-yl)-3-(5-fluoro-1H-indol-3-yl)urea FC=1C=C(CN2C3=C(SCC2)C=CC(=C3)NC(=O)NC3=CNC2=CC=C(C=C32)F)C=C(C1)F